4-methylsulfonyl-5-pentyl-benzene-1,3-diol CS(=O)(=O)C1=C(C=C(C=C1CCCCC)O)O